CN1N=CC=2C=NC=3C=CC(=CC3C21)C(=O)N 1-methyl-1H-pyrazolo[4,3-c]quinoline-8-carboxamide